C(C=C)(=O)NCC=1C=C(C=O)C=CC1OC 3-acrylamidomethyl-anisaldehyde